2-chloro-4-(7-nitro-1-benzofuran-2-yl)pyrimidine ClC1=NC=CC(=N1)C=1OC2=C(C1)C=CC=C2[N+](=O)[O-]